Tert-Butyl 4-[(1,1,2,2,3,3,4,4,4-nonafluorobutane-1-sulfonyl)oxy]-3,6-dihydropyridine-1(2H)-carboxylate FC(C(C(C(F)(F)F)(F)F)(F)F)(S(=O)(=O)OC=1CCN(CC1)C(=O)OC(C)(C)C)F